COC(=O)C=1C(=CC=CC1)C1=CC=CC(=C1)C(F)(F)F 5'-(trifluoromethyl)-[1,1'-biphenyl]-2-carboxylic acid methyl ester